8'-(2,6-dioxopiperidin-3-yl)-2'H-spiro[piperidine-4,3'-pyrano[2,3-e]isoindole]-7',9'(4'H,8'H)-dione O=C1NC(CCC1N1C(C2=CC=C3C(=C2C1=O)OCC1(C3)CCNCC1)=O)=O